2-(4-(2-((4-(Bis((9Z,12Z,15Z)-2-hydroxyoctadeca-9,12,15-trien-1-yl)amino)butyl)disulfaneyl)ethyl)piperazin-1-yl)ethyl 4-(bis(2-hydroxydodecyl)amino)pentanoate OC(CN(C(CCC(=O)OCCN1CCN(CC1)CCSSCCCCN(CC(CCCCCC\C=C/C\C=C/C\C=C/CC)O)CC(CCCCCC\C=C/C\C=C/C\C=C/CC)O)C)CC(CCCCCCCCCC)O)CCCCCCCCCC